C1=CC=C(C=C1)OC2=CC=C(C=C2)NC(=S)N N-(4-phenoxyphenyl)thiourea